2-((5-bromopyridin-2-yl)methoxy)acetic acid BrC=1C=CC(=NC1)COCC(=O)O